[Sn].[Ti](Cl)(Cl)(Cl)Cl titanium tetrachloride tin